OCC([C@@H](C[C@@H]1C(NCC1)=O)C1(NCC2C1CCC2)C(=O)N)=O ((S)-4-hydroxy-3-oxo-1-((S)-2-oxopyrrolidin-3-yl)butan-2-yl)octahydrocyclopenta[c]pyrrole-1-carboxamide